(E)-3-(2-(2,9-diazaspiro[5.5]undecan-9-yl)phenyl)-N-hydroxyacrylamide 2,2,2-trifluoroacetate FC(C(=O)O)(F)F.C1NCCCC12CCN(CC2)C2=C(C=CC=C2)/C=C/C(=O)NO